CC1=CC=C(C2=C1OCC21CC1)OC=1N=CC(=NC1)NC(=O)[C@H](CC)NC(OC(C)(C)C)=O tert-butyl N-[(1S)-1-[[5-(7-methylspiro[2H-benzofuran-3,1'-cyclopropane]-4-yl)oxypyrazin-2-yl]carbamoyl]propyl]carbamate